O1C(=CC=C1)C(C)C=1OC=CC1 1,1-Di(furan-2-yl)ethane